NC1=NC2=CC(=CC=C2C=C1Br)O[C@H]1CC[C@]2([C@@H]1O[C@H](C2O)N2C=CC1=C2N=CN=C1Cl)O (2R,3aS,6S,6aR)-6-((2-amino-3-bromoquinolin-7-yl)oxy)-2-(4-chloro-7H-pyrrolo[2,3-d]pyrimidin-7-yl)hexahydro-2H-cyclopenta[b]furan-3,3a-diol